6-chloro-1-(4-fluoro-2-methylphenyl)-3-(2-methoxy-4-methylpyrimidin-5-yl)-4-oxo-1,2,3,4-tetrahydroquinazoline-7-carbonitrile ClC=1C=C2C(N(CN(C2=CC1C#N)C1=C(C=C(C=C1)F)C)C=1C(=NC(=NC1)OC)C)=O